epoxyoctyl decanoate C(CCCCCCCCC)(=O)OCCCCCCC1CO1